CN1N=CC2=CC(=CC(=C12)[N+](=O)[O-])S(=O)(=O)NC(C1=CC=CC=C1)=O N-((1-methyl-7-nitro-1H-indazol-5-yl)sulfonyl)benzamide